N[C@@H](C(=O)N1CCN(CC1)C)[C@@H](C)C1=CC=C(C=C1)[N+](=O)[O-] (2R,3S)-2-amino-1-(4-methylpiperazin-1-yl)-3-(4-nitrophenyl)butan-1-one